O=C1N(C=CC=C1)C1=NC=C(C(=C1)C1=CC=NC=C1)C(=O)N 2-oxo-2H-[1,2':4',4''-terpyridine]-5'-carboxamide